5-isopropylbenzoate C(C)(C)C=1C=CC=C(C(=O)[O-])C1